4-(pyridin-4-yl)-1H-imidazol N1=CC=C(C=C1)C=1N=CNC1